The molecule is purine bearing a methyl substituent at position 6. It has a role as an EC 2.4.2.1 (purine-nucleoside phosphorylase) inhibitor. CC1=C2C(=NC=N1)N=CN2